2-(2-oxabicyclo[2.1.1]hex-4-yl)-7-cyclobutoxy-N-(1-cyclopropyl-2-oxo-1,2-dihydropyridin-3-yl)imidazo[1,2-a]pyridine-6-carboxamide C12OCC(C1)(C2)C=2N=C1N(C=C(C(=C1)OC1CCC1)C(=O)NC=1C(N(C=CC1)C1CC1)=O)C2